C=1(C(=CC(=CC1)C1=CC=C(C=C1)O)C=CC(=O)O)O 4,4'-biphenolacrylic acid